((1S,6R)-4-(4-chlorophenyl)-6-methylbicyclo[4.1.0]hept-3-en-3-yl)methanol ClC1=CC=C(C=C1)C1=C(C[C@@H]2C[C@@]2(C1)C)CO